1-((2-((3-cyclohexylpropanoyl)oxy)octyl)thio)-6-hydroxyundecyl cyclopentadecane-carboxylate C1(CCCCCCCCCCCCCC1)C(=O)OC(CCCCC(CCCCC)O)SCC(CCCCCC)OC(CCC1CCCCC1)=O